6-(2-(3-Cyclohexyl-5-cyclopropylisoxazol-4-yl)-7-azaspiro[3.5]non-1-en-7-yl)-4-(trifluoromethyl)chinolin C1(CCCCC1)C1=NOC(=C1C1=CC2(C1)CCN(CC2)C=2C=C1C(=CC=NC1=CC2)C(F)(F)F)C2CC2